C(CC)N(CCC1=CC=C(C(=O)NC=2C=NC(=C(C2)NC2=NC=CC(=N2)C=2C=NC=CC2)C)C=C1)CCC 4-(2-Dipropylamino-ethyl)-N-[6-methyl-5-(4-pyridin-3-yl-pyrimidin-2-ylamino)-pyridin-3-yl]-benzamide